N,N-diglycidyl-p-toluidine C(C1CO1)N(C1=CC=C(C=C1)C)CC1CO1